FC1=C(COC2=CC=C3CCN(CC3=C2)CC2=NC3=C(N2C[C@H]2OCC2)C=C(C=C3)C(=O)O)C=CC=C1 (S)-2-((7-((2-fluorobenzyl)oxy)-3,4-dihydroisoquinolin-2(1H)-yl)methyl)-1-((oxetan-2-yl)methyl)-1H-benzo[d]imidazole-6-carboxylic acid